NC1=NC=CC(=N1)C1=C(C=2C(NCCC2N1)=O)NC1=C(C(=CC=C1)C#C)OC 2-(2-aminopyrimidin-4-yl)-3-[(3-ethynyl-2-methoxyphenyl)amino]-1H,5H,6H,7H-pyrrolo[3,2-c]Pyridin-4-one